N-(8-amino-7-fluoro-6-(1-isopropyl-1H-pyrrole-2-yl)isoquinolin-3-yl)-2-fluorocyclopropan-1-carboxamide NC=1C(=C(C=C2C=C(N=CC12)NC(=O)C1C(C1)F)C=1N(C=CC1)C(C)C)F